C(C1=CC=CC=C1)OC1=CC(=NC=2C=CN=C(C12)C#N)C=1N(N=C(C1Br)C(C)(C)C)C1CCC(CC1)(F)F 4-benzyloxy-2-[4-bromo-5-tert-butyl-2-(4,4-difluorocyclohexyl)pyrazol-3-yl]-1,6-naphthyridine-5-carbonitrile